5-(2-furoyl)amino-3-(1-azabicyclo[5.4.0]undec-3-en-4-yl)-benzothiophene O1C(=CC=C1)C(=O)NC=1C=CC2=C(C(=CS2)C2=CCN3CCCCC3CC2)C1